bicyclohexylcarboxylate C1(CCCCC1)(C1CCCCC1)C(=O)[O-]